CC1(COB(O1)C=1C(=C2C3(CNC2=CC1)CCC3)F)C 5'-(5,5-dimethyl-1,3,2-dioxaborolan-2-yl)-4'-fluoro-1'H-spiro[cyclobutane-1,3'-indole]